C[Si](O[Si](C(C)C)(C(C)C)C)(C)C 1,1,1,3-tetramethyl-3,3-bis(1-methylethyl)disiloxane